[W]=O.[Nb] niobium-tungsten oxide